tert-Butyl (S)-4-(4-bromo-5-fluoro-1H-indole-7-carbonyl)-3-(2-((methylsulfonyl)oxy)ethyl)piperazine-1-carboxylate BrC1=C2C=CNC2=C(C=C1F)C(=O)N1[C@H](CN(CC1)C(=O)OC(C)(C)C)CCOS(=O)(=O)C